4,5-dihydroxyl-1,3-bis(hydroxymethyl)-2-imidazolidinone OC1N(C(N(C1O)CO)=O)CO